N=S1(CCNCC1)=O 1-imino-1,4-thiazinane 1-oxide